C(C)(C)(C)OC(=O)NC1=CC(=C(C(=O)OC)C=C1[N+](=O)[O-])COC methyl 4-(tert-butoxycarbonylamino)-2-(methoxymethyl)-5-nitro-benzoate